4-(9-(3-chlorophenyl)-6-(2-(3-methylbenzylidene)hydrazinyl)-9H-purin-2-yl)morpholine ClC=1C=C(C=CC1)N1C2=NC(=NC(=C2N=C1)NN=CC1=CC(=CC=C1)C)N1CCOCC1